C(C=C)(=O)O.C12C(CCCC1)O2 epoxycyclohexane compound with acrylic acid